tricosan-1-ol C(CCCCCCCCCCCCCCCCCCCCCC)O